ClC1=C(C#N)C=CC(=C1)N1CC2(C[C@@H]1C)CCN(CC2)C=2N=NC(=CC2)C(=O)N2CCC(CC2)CN2CCN(CC2)C2=CC(=CC=C2)NC2C(NC(CC2)=O)=O 2-Chloro-4-((3S)-8-(6-(4-((4-(3-((2,6-dioxopiperidin-3-yl)amino)phenyl)piperazin-1-yl)methyl)piperidine-1-carbonyl)pyridazin-3-yl)-3-methyl-2,8-diazaspiro[4.5]decan-2-yl)benzonitrile